methyl 2-(3-(1-methylpiperidine-4-carboxamido)isoquinolin-6-yl)acetate CN1CCC(CC1)C(=O)NC=1N=CC2=CC=C(C=C2C1)CC(=O)OC